C(C)N(C(=O)C1=C(OC=2C(=NC=NC2)N2CC3(C2)CCN(CC3)C(=O)[C@H]3N(C[C@H](C3)O)C(=O)OC(C)(C)C)C=CC(=C1)F)C(C)C tert-butyl (2S,4S)-2-(2-(5-(2-(ethyl (isopropyl) carbamoyl)-4-fluorophenoxy) pyrimidin-4-yl)-2,7-diazaspiro[3.5]nonane-7-carbonyl)-4-hydroxypyrrolidine-1-carboxylate